N-((5-Fluoropyridin-2-yl)methyl)-4-((3-methyl-1H-indazol-5-yl)ethynyl)-[2,4'-bipyrimidin]-2'-amine FC=1C=CC(=NC1)CNC1=NC=CC(=N1)C1=NC=CC(=N1)C#CC=1C=C2C(=NNC2=CC1)C